6-chloro-N-{3-[2-(4-chloro-3-fluorophenoxy)acetamido]bicyclo[1.1.1]pentan-1-yl}-4-ethyl-4-hydroxy-3,4-dihydro-2H-1-benzopyran-2-carboxamide ClC=1C=CC2=C(C(CC(O2)C(=O)NC23CC(C2)(C3)NC(COC3=CC(=C(C=C3)Cl)F)=O)(O)CC)C1